C1(CC1)NC(C1=CC(=C(C=C1)NCC#C)OC)=O N-cyclopropyl-3-methoxy-4-(prop-2-yn-1-ylamino)benzamide